ClCCCC(=O)N[C@H](C(=O)NCC1=C(C=CC=C1)F)C (S)-4-chloro-N-(1-((2-fluorobenzyl)amino)-1-oxopropan-2-yl)butanamide